ClC1=C(C(=C(C=O)C=C1)F)F 4-chloro-2,3-difluoro-benzaldehyde